C(C)(=O)OCCCCCCCC\C=C/C\C=C\C (9Z,12E)-tetradec-9,12-dien-1-yl acetate